N-acetyl-D-cysteinyl-D-arginyl-D-alanyl-D-arginyl-D-arginine C(C)(=O)N[C@H](CS)C(=O)N[C@H](CCCNC(N)=N)C(=O)N[C@H](C)C(=O)N[C@H](CCCNC(N)=N)C(=O)N[C@H](CCCNC(N)=N)C(=O)O